(3-amino-5-chlorophenyl)(piperidin-1-yl)methanone NC=1C=C(C=C(C1)Cl)C(=O)N1CCCCC1